2-(5-Benzyloxy-pyridin-3-yl)-6-chloro-1-methyl-1H-indole C(C1=CC=CC=C1)OC=1C=C(C=NC1)C=1N(C2=CC(=CC=C2C1)Cl)C